C(C)P(O)(O)=O ethylphosphonic acid